Tert-butyl ((S)-1-((2S,4R)-4-hydroxy-2-((4-(1-methyl-1H-pyrazol-5-yl)benzyl)carbamoyl)pyrrolidin-1-yl)-3,3-dimethyl-1-oxobutan-2-yl)carbamate O[C@@H]1C[C@H](N(C1)C([C@H](C(C)(C)C)NC(OC(C)(C)C)=O)=O)C(NCC1=CC=C(C=C1)C1=CC=NN1C)=O